NC(CO)(CO)CC 2-amino-2-ethyl-1,3-propane-diol